FC=1C=C(C=O)C=C(C1OC=1C=NC(=CC1)C(F)(F)F)F 3,5-difluoro-4-((6-(trifluoromethyl)pyridin-3-yl)oxy)benzaldehyde